ClC=1C=C(C=CC1NC1(CCC1)C1=CC=CC=C1)S(=O)(=O)NC=1SC=CN1 3-chloro-4-((1-phenylcyclobutyl)amino)-N-(thiazol-2-yl)benzenesulfonamide